BrC1=CC=CC=2N(C(NC21)=O)C2CCN(CC2)C(=O)NC2=CC(=C(C=C2)Cl)Cl 4-(4-bromo-2-oxo-2,3-dihydro-1H-1,3-benzodiazol-1-yl)-N-(3,4-dichlorophenyl)piperidine-1-carboxamide